F[C@@H]1[C@@H]([C@@H](N(C1)C(=O)N(C)C)CC=1C(=C(C=CC1)C1=C(C=CC(=C1)F)F)F)NS(=O)(=O)C (2S,3R,4S)-4-fluoro-3-[(methanesulfonyl)amino]-N,N-dimethyl-2-[(2,2',5'-trifluoro[1,1'-biphenyl]-3-yl)methyl]pyrrolidine-1-carboxamide